N-((R)-3-cyclohexyl-1-(((S)-4-(methylamino)-3,4-dioxo-1-((S)-2-oxopyrrolidin-3-yl)butan-2-yl)amino)-1-oxopropan-2-yl)-9-hydroxy-9H-fluorene-9-carboxamide C1(CCCCC1)C[C@H](C(=O)N[C@@H](C[C@H]1C(NCC1)=O)C(C(=O)NC)=O)NC(=O)C1(C2=CC=CC=C2C=2C=CC=CC12)O